N-[4-[(6,7-Dimethoxy-1,5-naphthyridin-4-yl)oxy]-3-fluorophenyl]-1-(4-fluoro-2-methylphenyl)-4,6-dimethyl-2-oxopyridine-3-carboxamide COC=1N=C2C(=CC=NC2=CC1OC)OC1=C(C=C(C=C1)NC(=O)C=1C(N(C(=CC1C)C)C1=C(C=C(C=C1)F)C)=O)F